NC1=C(CNC(=O)C2COC2)C=C(C=C1)Br N-(2-amino-5-bromobenzyl)oxetane-3-carboxamide